IC1=C(C=CC=C1[N+](=O)[O-])CC(=O)O 2-(2-iodo-3-nitrophenyl)acetic acid